ClC1=C(C=CC(=C1)Cl)C(\C=C\N(C)C)=O (2E)-1-(2,4-dichlorophenyl)-3-(dimethylamino)-2-propen-1-one